C(C)(C)(C)OC(NC1=CSC(=C1)C)=O (5-methylthiophene-3-yl)carbamic acid tert-butyl ester